FC(C(=O)N[C@@H](CC1=CC=C(C=C1)C)B(O)O)C(=O)NCCC1=CC(=CC=C1)OC ((1R)-1-(2-fluoro-3-((3-methoxyphenylethyl)amino)-3-oxopropionamido)-2-(p-tolyl)ethyl)boronic acid